5-[1-[5-(2-bromo-1,1-difluoro-ethoxy)-2-methyl-4-(trifluoromethyl)pyrazol-3-yl]pyrazol-4-yl]-2-chloro-N-(1-cyanocyclopropyl)benzamide BrCC(OC=1C(=C(N(N1)C)N1N=CC(=C1)C=1C=CC(=C(C(=O)NC2(CC2)C#N)C1)Cl)C(F)(F)F)(F)F